7-methoxy-3-[4-(methoxycarbonylamino)phenyl]imidazo[1,2-a]pyridine-6-carboxylic acid COC1=CC=2N(C=C1C(=O)O)C(=CN2)C2=CC=C(C=C2)NC(=O)OC